COC=1C=C2C(=NC(=NC2=CC1OCCCN1CCCC1)NC)NC1CCOCC1 6-methoxy-N2-methyl-7-(3-(pyrrolidin-1-yl)propoxy)-N4-(tetrahydro-2H-pyran-4-yl)quinazoline-2,4-diamine